ClC=1C=CC2=C(N(C3=C(N(C2=O)CCOC2OCCCC2)C=CC=C3)CCCN(C(=O)OC(C)(C)C)C(=O)OC(C)(C)C)C1 di-tert-Butyl {3-[3-chloro-10-[2-(tetrahydro-2H-pyran-2-yloxy)ethyl]-11-oxo-10,11-dihydro-5H-dibenzo[b,e][1,4]diazepin-5-yl]propyl}imidodicarbonate